tert-butyl (S)-5-amino-4-(5-(((1R,2S)-2-aminocyclohexyl)methyl)-1-oxoisoindolin-2-yl)-5-oxopentanoate NC([C@H](CCC(=O)OC(C)(C)C)N1C(C2=CC=C(C=C2C1)C[C@@H]1[C@H](CCCC1)N)=O)=O